[Si](C1=CC=CC=C1)(C1=CC=CC=C1)(C(C)(C)C)OC1CC(N(CC1)CC1=C2C=CN(C2=C(C=C1OC)C)C(=O)OC(C)(C)C)C1=CC=C(C=C1)C(=O)OC tert-butyl 4-((4-((tert-butyldiphenylsilyl)oxy)-2-(4-(methoxycarbonyl)phenyl)piperidin-1-yl)methyl)-5-methoxy-7-methyl-1H-indole-1-carboxylate